FC(C1=CC=C(C=C1)/C=C/C(=O)OCC)(F)F (E)-Ethyl 3-(4-(trifluoromethyl)phenyl)acrylate